OC1=C(N2C(C3=C(C=CC=C13)C1=CC=NC=C1)=NC=N2)C(=O)NCC(=O)O (6-hydroxy-10-(pyridin-4-yl)-[1,2,4]triazolo[5,1-a]isoquinoline-5-carbonyl)glycine